O1C(=C(C=C1)C(=O)[O-])C(=O)[O-].[Ca+2].[Ca+2].CC(C=C)=CCCC.O1C(=C(C=C1)C(=O)[O-])C(=O)[O-] 3-Methyl-heptadien Dicalcium furandicarboxylate